C(CCC)C1N(S(C2=C(N(C1)C1=CC=CC=C1)C=C(C(=C2)OCC(C(=O)OC)OCC)SC)(=O)=O)C Methyl 3-((3-butyl-2-methyl-7-(methylthio)-1,1-dioxido-5-phenyl-2,3,4,5-tetrahydro-1,2,5-benzothiadiazepin-8-yl)oxy)-2-ethoxypropanoate